C1(CC1)N(CCN1C2=C(C(C3=CC(=CC=C13)F)=O)C1=CC3=C(C(N1C2)=O)COC([C@]3(O)CC)=O)C3CC(C3)(F)F (S)-11-(2-(cyclopropyl(3,3-difluorocyclobutyl)amino)ethyl)-4-ethyl-8-fluoro-4-hydroxy-1,12-dihydro-14H-pyrano[3',4':6,7]indolizino[2,1-b]quinoline-3,6,14(4H,11H)-trione